CC1=CC=C(C=C1)S(=O)(=O)O.C(C)(=O)N1CCC2=CC(=CC=C12)C1=CC(=C(C=C1)C[C@@H](C#N)N)F (S)-3-(4-(1-acetylindolin-5-yl)-2-fluorophenyl)-2-aminopropionitrile 4-methylbenzenesulfonate